trans-2-amino-6-(2-phenylcyclopropyl)pyrimidin-4-ol NC1=NC(=CC(=N1)O)[C@H]1[C@@H](C1)C1=CC=CC=C1